ClC=1C=CC(=C(CNC([C@H](C)NC(=O)[C@@H]2NC[C@H](C2)CC2=CC(=CC(=C2)OC)OC)=O)C1)N1N=NN=C1 (2R,4S)-N-((S)-1-((5-Chloro-2-(1H-tetrazol-1-yl)benzyl)amino)-1-oxopropan-2-yl)-4-(3,5-dimethoxybenzyl)pyrrolidine-2-carboxamide